C(#N)CC1(CN(C1)C(=O)OC(C)(C)C)N1N=CC(=C1)C(F)(F)F tert-butyl 3-(cyanomethyl)-3-(4-(trifluoromethyl)-1H-pyrazol-1-yl)azetidine-1-carboxylate